O1CCC2=C1C=CC=C2NC(N[C@H](C#CC)C2(CC2)NC(OC(C)(C)C)=O)=S |r| tert-butyl (RS)-(1-(1-(3-(2,3-dihydrobenzofuran-4-yl)thioureido)but-2-yn-1-yl)cyclopropyl)carbamate